COC(C(=O)OC)C12CC(C1)(C2)N2C(N1[C@@H](CN(CC1)C(=O)OC(C)(C)C)C2)=O tert-butyl (8aR)-2-(3-(1,2-dimethoxy-2-oxoethyl)bicyclo[1.1.1]pentan-1-yl)-3-oxohexahydroimidazo[1,5-a]pyrazine-7(1H)-carboxylate